C1(CCC1)C1=CC=C(C=C1)C(C)N1N=CC2=C(C=CC(=C12)C(=O)O)C#CC 1-(1-(4-cyclobutylphenyl)ethyl)-4-(propan-1-yn-1-yl)-1H-indazole-7-carboxylic acid